(2-(5-(dimethylamino)naphthalen-1-yl)acetyl)-L-cysteine CN(C1=C2C=CC=C(C2=CC=C1)CC(=O)N[C@@H](CS)C(=O)O)C